Monoiodonine [IH]1C=CC=CC=CC=C1